CC=1N=C(C(=NC1)N)C#CC1=CC=CC=C1 5-methyl-3-(2-phenylethynyl)pyrazin-2-amine